3-[(5-chloro-1H-indol-2-yl)methyl]-1-[1-(3-hydroxy-3-methylcyclobutanecarbonyl)piperidin-3-yl]-1-methylurea ClC=1C=C2C=C(NC2=CC1)CNC(N(C)C1CN(CCC1)C(=O)C1CC(C1)(C)O)=O